tert-Butyl (3R)-3-(((3-(4-bromo-6-chloro-1-(tetrahydro-2H-pyran-2-yl)-1H-indazol-5-yl)propoxy)carbonyl)amino)-3-methylazepane-1-carboxylate BrC1=C2C=NN(C2=CC(=C1CCCOC(=O)N[C@]1(CN(CCCC1)C(=O)OC(C)(C)C)C)Cl)C1OCCCC1